rac-benzyl (1S,2R)-2-(tert-butoxycarbonylamino)cyclopent-3-ene-1-carboxylate C(C)(C)(C)OC(=O)N[C@H]1[C@H](CC=C1)C(=O)OCC1=CC=CC=C1 |r|